(S)-2-((S)-3-(5-((R)-1-amino-2,2-difluoroethyl)-6-oxo-1,6-dihydropyridin-3-yl)-4,4-difluoropiperidin-1-yl)-N-(2,2-difluoro-[1,3]dioxolo[4',5':4,5]benzo[1,2-d]thiazol-6-yl)propanamide N[C@@H](C(F)F)C1=CC(=CNC1=O)[C@H]1CN(CCC1(F)F)[C@H](C(=O)NC=1SC2=C(N1)C=C1C(=C2)OC(O1)(F)F)C